benzyl [6-(bis{2-[(2,3,4,6-tetra-O-acetyl-α-D-mannopyranosyl)oxy] ethyl}amino)-6-oxohexyl]carbamate C(C)(=O)O[C@@H]1[C@H](O[C@@H]([C@H]([C@@H]1OC(C)=O)OC(C)=O)COC(C)=O)OCCN(C(CCCCCNC(OCC1=CC=CC=C1)=O)=O)CCO[C@@H]1[C@@H](OC(C)=O)[C@@H](OC(C)=O)[C@H](OC(C)=O)[C@H](O1)COC(C)=O